O[C@H](CNCC=1N=C2N(C(C1)=O)C=CC=C2)C ((((S)-2-hydroxypropyl)amino)methyl)-4H-pyrido[1,2-a]pyrimidin-4-one